OB(C1=CC(=C(CN(C(=O)C=2C=C(C=C(C2)F)B(O)O)CCCC[C@@H](C(=O)N)N)C=C1)C(F)(F)F)O (S)-(3-((4-dihydroxyboryl-2-(trifluoromethyl)benzyl)(5,6-diamino-6-oxohexyl)carbamoyl)-5-fluorophenyl)boronic acid